CC1(C(N(C(N1)=O)C1=NC=C(N=C1)OC1=CC=C(C2=C1C(CO2)(C)C)C)=O)C 5,5-dimethyl-3-[5-[(3,3,7-trimethyl-2H-benzofuran-4-yl)oxy]pyrazin-2-yl]imidazolidine-2,4-dione